[F-].[F-].C[NH3+].C[NH3+] methyl-ammonium difluoride